OC=1C=C2C=CC(=CC2=CC1)C(CCC(=O)OC)=O methyl 4-(6-hydroxynaphthalen-2-yl)-4-oxobutanoate